FC(C(CC(=O)N1CCC(CC1)(O)C=1NC(C=2C(N1)=CSC2)=O)N2N=C(C=C2)F)F (1-(4,4-difluoro-3-(3-fluoro-1H-pyrazol-1-yl)butyryl)-4-hydroxypiperidin-4-yl)thieno[3,4-d]pyrimidin-4(3H)-one